BrC1=CC=CC=2[SiH2]C3=C(C21)C=CC=C3 Bromo-dibenzosilole